3-{4-amino-3-[(1S)-1-(4-fluorophenyl)ethoxy]phenyl}-5-{[6-(trifluoromethyl)pyridin-2-yl]amino}-1-{[2-(trimethylsilyl)ethoxy]methyl}-1H-pyrazole-4-carboxamide NC1=C(C=C(C=C1)C1=NN(C(=C1C(=O)N)NC1=NC(=CC=C1)C(F)(F)F)COCC[Si](C)(C)C)O[C@@H](C)C1=CC=C(C=C1)F